1-((1-(1H-1,2,4-triazole-1-carbonyl)azepan-3-yl)methyl)-5-amino-3-(4-((5-fluoro-2-methoxybenzamido)methyl)phenyl)-1H-pyrazole-4-carboxamide N1(N=CN=C1)C(=O)N1CC(CCCC1)CN1N=C(C(=C1N)C(=O)N)C1=CC=C(C=C1)CNC(C1=C(C=CC(=C1)F)OC)=O